FC1=C(C=C(C=C1)NC(C=C)=O)NC1=NC(=NC=C1C1=CC(=C(C=C1)OC)F)NC=1C=NN(C1)C N-(4-fluoro-3-((5-(3-fluoro-4-methoxyphenyl)-2-((1-methyl-1H-pyrazol-4-yl)amino)pyrimidin-4-yl)amino)phenyl)acrylamide